CN1C[N+](C=C1)(C)C 1,3-dimethyl-3-methylimidazolium